C(C)OC(=O)C1CN(CCC1)C(C1=CC(=C(C=C1)[N+](=O)[O-])Cl)=O 1-(3-chloro-4-nitrobenzoyl)piperidine-3-carboxylic acid ethyl ester